p-aminobenzyl (4-nitrophenyl) carbonate C(OCC1=CC=C(C=C1)N)(OC1=CC=C(C=C1)[N+](=O)[O-])=O